2-formylphenyl-pinacol borate B(O)(O)O.C(=O)C1=C(C=CC=C1)CC(O)(C)C(C)(C)O